4-ethyl-N-(3-(methylsulfonamido)phenyl)-3-(morpholinosulfonyl)benzamide C(C)C1=C(C=C(C(=O)NC2=CC(=CC=C2)NS(=O)(=O)C)C=C1)S(=O)(=O)N1CCOCC1